1-methyl-1-pentyl-pyrrolidinium 2-trimethylsilylethyl-N-[(3R,4R)-4-fluoropyrrolidin-3-yl]carbamate C[Si](CCOC(N[C@@H]1CNC[C@H]1F)=O)(C)C.C[N+]1(CCCC1)CCCCC